C(#N)C1(CC1)C1=CC2=C(N=C(N=C2N[C@H](C)C=2C(=C(C=CC2)C(CCC2CN(C2)C(=O)OC(C)(C)C)(F)F)F)C)N=C1OC tert-butyl (R)-3-(3-(3-(1-((6-(1-cyanocyclopropyl)-7-methoxy-2-methylpyrido[2,3-d]pyrimidin-4-yl)amino)ethyl)-2-fluorophenyl)-3,3-difluoropropyl)azetidine-1-carboxylate